C(CCC)OC(CCCCCCCCCCCC)=O.FC1=C(C(=C(C(=C1[B-](C1=C(C(=C(C(=C1F)F)F)F)F)(C1=C(C(=C(C(=C1F)F)F)F)F)C1=C(C(=C(C(=C1F)F)F)F)F)F)F)F)F.OC1=CC=C(CC2=C([SH+]C=CC=CC=C2C2=CC=CC=C2)C)C=C1 p-hydroxyphenyl-benzyl-methylthioninium tetrakis(pentafluorophenyl)borate butyl-tridecanoate